NCC(C[SiH](OCCCCCCCCCCCC)OCCCCCCCCCCCC)C 3-amino-2-methylpropyl-(didodecyloxysilane)